ClCC#CCOC 1-chloro-4-methoxybut-2-yne